FC1=C(C(=O)OC)C=C(C(=C1)C)C1=CC=2N(C(=C1)N1CCOCC1)N=C(N2)C methyl 2-fluoro-4-methyl-5-[2-methyl-5-(morpholin-4-yl)-[1,2,4]triazolo[1,5-a]pyridin-7-yl]benzoate